[Na+].C1(CC1)C1=NC(=C(C(=C1/C=C/[C@H](C[C@H](CC(=O)[O-])O)O)C1=C(C=C(C=C1)F)C)COC)C1CC1 (3R,5S,E)-7-(2,6-dicyclopropyl-4-(4-fluoro-2-methylphenyl)-5-(methoxymethyl)pyridin-3-yl)-3,5-dihydroxyhept-6-enoate sodium salt